N-(4-bromopyridine-2-yl)-4-trifluoromethylbenzamide BrC1=CC(=NC=C1)NC(C1=CC=C(C=C1)C(F)(F)F)=O